4-Bromo-2-(4-octylphenyl)thiophene BrC=1C=C(SC1)C1=CC=C(C=C1)CCCCCCCC